Rac-(2S,5R)-5-methyl-2-[4-(1H-pyrazol-4-yl)phenyl]piperidine C[C@@H]1CC[C@H](NC1)C1=CC=C(C=C1)C=1C=NNC1 |r|